2-(7-acryloyl-5-(4-amino-6-(trifluoromethyl)nicotinoyl)-3,4,5,5a,6,7,8,9-octahydro-2H-1,2,5,7-tetraazabenzo[cd]azulen-2-yl)-5-cyclopropylbenzyl 4-amino-6-(trifluoromethyl)nicotinate NC1=CC(=NC=C1C(=O)OCC1=C(C=CC(=C1)C1CC1)N1N=C2CCN(CC3C2=C1CCN3C(C3=CN=C(C=C3N)C(F)(F)F)=O)C(C=C)=O)C(F)(F)F